OC1=C(C=CC(=C1)C(F)(F)F)C1=C(N=C(N=N1)N1C[C@@](CC1)(O)C)C (R)-1-(6-(2-hydroxy-4-(trifluoromethyl)phenyl)-5-methyl-1,2,4-triazin-3-yl)-3-methylpyrrolidin-3-ol